ClC=1C=C2C=C(NC2=CC1OCC1=CC(=NO1)C)CNC(=O)N1CC(C1)(F)F N-({5-chloro-6-[(3-methyl-5-isoxazolyl)methoxy]-2-indolyl}methyl)-3,3-difluoro-1-azetidinecarboxamide